tert-Butyl (R)-2-(2-bromo-5-chlorophenyl)-2,3,4,7-tetrahydro-1H-azepine-1-carboxylate BrC1=C(C=C(C=C1)Cl)[C@@H]1N(CC=CCC1)C(=O)OC(C)(C)C